N1=C(C=CC=C1)C=1OC2=C(N1)C=CC=C2 2-Pyridin-2-yl-benzooxazole